8-[(2,5-dioxopyrrolidin-1-yl)oxycarbonylamino]naphthalene-1,3,5-trisulfonic acid O=C1N(C(CC1)=O)OC(=O)NC1=CC=C(C=2C=C(C=C(C12)S(=O)(=O)O)S(=O)(=O)O)S(=O)(=O)O